2-[6-[(5-chloro-3-pyridinyl)methyl]-2-azaspiro[3.3]heptane-2-carbonyl]-8-oxa-2,5-diazaspiro[3.5]nonan-6-one ClC=1C=C(C=NC1)CC1CC2(CN(C2)C(=O)N2CC3(C2)NC(COC3)=O)C1